6-(3-(2-chloro-4-((5-cyclopropyl-3-(2,6-dichlorophenyl)isoxazol-4-yl)methoxy)phenyl)-3-hydroxyazetidin-1-yl)-5-methylnicotinonitrile ClC1=C(C=CC(=C1)OCC=1C(=NOC1C1CC1)C1=C(C=CC=C1Cl)Cl)C1(CN(C1)C1=NC=C(C#N)C=C1C)O